5-bromo-1-(oxetan-3-yl)-1H-pyrazole BrC1=CC=NN1C1COC1